O[C@H]1CC[C@H]2CN(C[C@H]21)C(=O)C=2SC(=CC2)C |o1:1,4,8| (rel-(3aS,4S,6aR)-4-Hydroxyhexahydrocyclopenta[c]pyrrol-2(1H)-yl)(5-methylthiophen-2-yl)methanone